OCCC=1C=C(C=CC1)B(O)O (3-(2-hydroxyethyl)phenyl)boronic acid